FC1=CC=C(C=C1)N1N=CC2=C1C[C@@H]1CCN(C[C@]1(C2)C(=O)C2=NC=CC(=C2)C(F)(F)F)S(=O)(=O)C=2C=NN(C2)CCC ((4aR,8aS)-1-(4-fluorophenyl)-6-((1-propyl-1H-pyrazol-4-yl)sulfonyl)-4,4a,5,6,7,8,8a,9-octahydro-1H-pyrazolo[3,4-g]isoquinolin-4a-yl)(4-(trifluoromethyl)pyridin-2-yl)methanone